CC=1OC(=C(C1S(=O)(=O)Cl)C(=O)N1CCOCC1)C 2,5-dimethyl-4-(morpholine-4-carbonyl)furan-3-sulfonyl chloride